N-[4-(phenylsulfonyloxy)phenyl]-N'-[4-(p-xylenesulfonyloxy)phenyl]urea C1(=CC=CC=C1)S(=O)(=O)OC1=CC=C(C=C1)NC(=O)NC1=CC=C(C=C1)OS(=O)(=O)C1(CC=C(C=C1)C)C